C(C)OC(CCC(=O)N1CC2=CC(=C(C=C2C1)OCC(COC=1C(=CC2=C(C=C(S2)C(CCC(=O)OCC)=O)C1)OC)=C)OC)=O ethyl 4-[5-[2-[[2-(4-ethoxy-4-oxo-butanoyl)-6-methoxy-isoindolin-5-yl] oxymethyl] allyloxy]-6-methoxy-benzothiophen-2-yl]-4-oxo-butanoate